O[C@H]1[C@@H](CCCC1)N(CCCCCCCC(=O)N(CCCCCCCCCC)CCCCCCCCCC)CCCCCCCC(=O)N(CCCCCCCCCC)CCCCCCCCCC 8,8'-(((1R,2R)-2-hydroxycyclohex-yl)azanediyl)bis-(N,N-didecyloctan-amide)